(S,R)-3-(4-hydroxyphenyl)-4,5-dihydro-5-isoxazoleacetic acid C1C(ON=C1C2=CC=C(C=C2)O)CC(=O)O